FC=1C(=NC=CC1)C1=NN=C(O1)C(=O)N1[C@@H](C2=C(CC1)NC=N2)C2=NN1C(C=CC=C1C)=C2 (S)-(5-(3-fluoropyridin-2-yl)-1,3,4-oxadiazol-2-yl)(4-(7-methylpyrazolo[1,5-a]pyridin-2-yl)-6,7-dihydro-1H-imidazo[4,5-c]pyridin-5(4H)-yl)methanone